6-chloro-N-(3-chlorobenzyl)-2-(propylthio)pyrimidine-4,5-diamine ClC1=C(C(=NC(=N1)SCCC)NCC1=CC(=CC=C1)Cl)N